7-Chloro-6-((2,3,6-trifluoro-4-(4-methylpiperazin-1-yl)phenyl)amino)chinolin-5,8-dion ClC1=C(C(C=2C=CC=NC2C1=O)=O)NC1=C(C(=C(C=C1F)N1CCN(CC1)C)F)F